ClC=1C=C(C=C(C1)NS(=O)(=O)C)NC(=O)C1=CN(C(=C1)C1=NC=C(C=C1)N1CCN(CC1)C(=O)C1CCC1)C N-(3-chloro-5-(methylsulfonamido)phenyl)-5-(5-(4-(cyclobutanecarbonyl)piperazin-1-yl)pyridin-2-yl)-1-methyl-1H-pyrrole-3-carboxamide